(S)-2-[4-bromo-2-(3-isoxazolyl)phenoxy]-3-methylbutyric acid BrC1=CC(=C(O[C@H](C(=O)O)C(C)C)C=C1)C1=NOC=C1